O=C1N(C(C=C1)=O)CCCCCC(=O)O 6-(2,5-dioxo-2,5-dihydro-pyrrol-1-yl)-hexanoic acid